tert-butyl [3-(1-methyl-1H-pyrazol-5-yl)-2-phenylpyrazolo[1,5-a]pyridin-6-yl]carbamate CN1N=CC=C1C=1C(=NN2C1C=CC(=C2)NC(OC(C)(C)C)=O)C2=CC=CC=C2